1-((1-(fluoromethyl)cyclopropyl)methyl)-1H-benzo[d]imidazole-6-carboxylic acid methyl Ester COC(=O)C=1C=CC2=C(N(C=N2)CC2(CC2)CF)C1